5'-chloro-2'-{3-phenyl-5H,6H,7H,8H-imidazo[1,2-a]pyrazine-7-carbonyl}-7',8'-dihydro-6'H-spiro[cyclohexane-1,9'-furo[2,3-f]quinazoline]-7'-one ClC=1C=C2C(=C3C4(NC(NC13)=O)CCCCC4)OC(=C2)C(=O)N2CC=4N(CC2)C(=CN4)C4=CC=CC=C4